(2R,3R,5R)-5-(4-(2-((tert-butoxycarbonyl)amino)-3-methylbutanamido)-2-oxo-1,2-dihydropyrimidin-1-yl)-4,4-difluoro-2-(hydroxymethyl)oxolan-3-yl isobutyrate C(C(C)C)(=O)O[C@@H]1[C@H](O[C@H](C1(F)F)N1C(N=C(C=C1)NC(C(C(C)C)NC(=O)OC(C)(C)C)=O)=O)CO